3-ethoxy-2-methyl-3-oxo-2-(p-tolylmethyl)propanoic acid C(C)OC(C(C(=O)O)(CC1=CC=C(C=C1)C)C)=O